NC=1C2=C(C(NN1)=O)N(N=C2C2=C(C=C(CNC(C1=C(C=CC(=C1)F)OC)=O)C=C2)F)C2CCCC2 N-(4-(4-amino-1-cyclopentyl-7-oxo-6,7-dihydro-1H-pyrazolo[3,4-d]pyridazin-3-yl)-3-fluorobenzyl)-5-fluoro-2-methoxybenzamide